COC(CC1=C(C=CC=C1)CON=C(C)C1=CC(=CC=C1)C(F)(F)F)=O 2-[2-[[1-[3-(trifluoromethyl)phenyl]ethylideneamino]oxymethyl]phenyl]acetic acid methyl ester